C(C1=CC=CC=C1)ON=C Formaldehyde O-Benzyl Oxime